6-methyl-7-oxa-1-thia-4-azaspiro[4.4]nonane CC1C2(NCCS2)CCO1